4-mercaptopentanoic acid SC(CCC(=O)O)C